2-[2-fluoro-6-(7,8-difluoro-2-methylquinolin-3-yloxy)phenyl]propan-2-ol FC1=C(C(=CC=C1)OC=1C(=NC2=C(C(=CC=C2C1)F)F)C)C(C)(C)O